2-(3,5-Di-tert-butylphenyl)-1-hexyl-1H-benzo[d]imidazol-4-amine C(C)(C)(C)C=1C=C(C=C(C1)C(C)(C)C)C1=NC2=C(N1CCCCCC)C=CC=C2N